CNC1=CC(=CC=C1)[C@H]1NC[C@@H](CC1)C N-methyl-3-[(2S,5R)-5-methyl-2-piperidyl]aniline